ClC=1C=C2C(=NC=NC2=CC1C=1C=C(C=C2C=NNC12)Cl)N1CCN(CC1)C(C=C)=O 1-(4-(6-chloro-7-(5-chloro-1H-indazol-7-yl)quinazolin-4-yl)piperazin-1-yl)prop-2-en-1-one